FC1(CNC1)[C@H]1N=C(OC1)N1[C@H](C2=CC=CC=C2CC1)C1=CC=C(C=C1)F (S)-4-(3-fluoroazetidin-3-yl)-2-((S)-1-(4-fluorophenyl)-3,4-dihydroisoquinolin-2(1H)-yl)-4,5-dihydrooxazole